4-(6-(difluoromethyl)-5-methylpyridin-3-yl)-7-ethyl-8-fluoro-1,2,2-trimethyl-1,2-dihydroquinazoline FC(C1=C(C=C(C=N1)C1=NC(N(C2=C(C(=CC=C12)CC)F)C)(C)C)C)F